OC=1C=C(C=CC1OC)CCC=O 3-(3-hydroxy-4-methoxyphenyl)-1-propanal